COC(=O)C=1OC2=C(C1O)C=CC(=C2)C(=O)OC(C)(C)C 3-hydroxybenzofuran-2,6-dicarboxylic acid 6-tert-butyl 2-methyl ester